FC=1C=C(C=C2C(=CNC12)C=C[N+](=O)[O-])OC 7-fluoro-5-methoxy-3-(2-nitrovinyl)-1H-indole